3-Chlorophenylglycine ClC=1C=C(C(N)C(=O)O)C=CC1